CC1(C2CN(CC12)C=1C=2N(C3=CC=C(C=C3N1)C(=O)O)C=CC2)C 4-(6,6-Dimethyl-3-azabicyclo[3.1.0]hexan-3-yl)pyrrolo[1,2-a]quinoxaline-7-carboxylic acid